O[C@@H]1C[C@H](N(C1)C(=O)OC(C)(C)C)C(NC1(CN(C1)C)C1=CC=C(C=C1)C1=C(N=CS1)C)=O tert-Butyl (2S,4R)-4-hydroxy-2-[[1-methyl-3-[4-(4-methylthiazol-5-yl)phenyl]azetidin-3-yl]carbamoyl]pyrrolidine-1-carboxylate